Butyl (E)-4-oxo-3-phenyl-4-(phenylamino)but-2-enoate O=C(/C(=C/C(=O)OCCCC)/C1=CC=CC=C1)NC1=CC=CC=C1